5-(3-cyanophenyl)-N-(3-(2-propoxy)-1,2,4-thiadiazol-5-yl)furan-3-carboxamide C(#N)C=1C=C(C=CC1)C1=CC(=CO1)C(=O)NC1=NC(=NS1)OC(C)C